2-(bromomethyl)-N-methylaniline BrCC1=C(NC)C=CC=C1